tert-Butyl 10-hydroxy-10-((2-oxo-4-phenylpyridin-1(2H)-yl)methyl)-7-azaspiro[4.5]decane-7-carboxylate OC1(CCN(CC12CCCC2)C(=O)OC(C)(C)C)CN2C(C=C(C=C2)C2=CC=CC=C2)=O